pyrrolo[1,2-a]quinazolin-5-one C1C=CC=2N1C1=CC=CC=C1C(N2)=O